O=C1NN=C(C2=CC=CC=C12)CCCC(=O)N1C2CN(CC1CC2)C2=NC=C(C#N)C=C2 6-(8-(4-(4-oxo-3,4-dihydrophthalazin-1-yl)butanoyl)-3,8-diazabicyclo[3.2.1]octan-3-yl)nicotinonitrile